BrC=1C=C(C=CC1OC(F)(F)F)CC=1C(=NC=2N(C1N)N=CN2)C 6-{[3-bromo-4-(trifluoromethoxy)phenyl]methyl}-5-methyl-[1,2,4]triazolo[1,5-a]pyrimidin-7-amine